BrC=1C=CC(=C(C(=O)O)C1)NC(=O)C1=CC2=CN(N=C2C=C1)C 5-bromo-2-(2-methyl-2H-indazole-5-carboxamido)benzoic acid